NC(CCNNC([C@H](CC1CCC1)NC(=O)C1=NC=CN=C1)=O)=O (S)-N-(1-(2-(3-amino-3-oxopropyl)hydrazino)-3-cyclobutyl-1-oxopropan-2-yl)pyrazine-2-carboxamide